N-(2-(2-(2-amino-2-oxoethoxy)ethyl)-6-(4-fluorophenyl)-2H-indazol-5-yl)-2-(3-hydroxyphenyl)thiazole-4-carboxamide NC(COCCN1N=C2C=C(C(=CC2=C1)NC(=O)C=1N=C(SC1)C1=CC(=CC=C1)O)C1=CC=C(C=C1)F)=O